N-(4-(7-(1-acetylpiperidin-4-yl)-4-amino-5H-pyrrolo[3,2-d]pyrimidin-5-yl)benzyl)-5-fluoro-2-methoxybenzamide C(C)(=O)N1CCC(CC1)C1=CN(C2=C1N=CN=C2N)C2=CC=C(CNC(C1=C(C=CC(=C1)F)OC)=O)C=C2